7-(1-(6-((2-(2,6-dioxopiperidin-3-yl)-1-oxoisoindoline-4-yl)thio)hexyl)piperidine-4-yl)-2-(4-phenoxyphenyl)-4,5,6,7-tetrahydropyrazolo[1,5-a]pyrimidine-3-carboxamide O=C1NC(CCC1N1C(C2=CC=CC(=C2C1)SCCCCCCN1CCC(CC1)C1CCNC=2N1N=C(C2C(=O)N)C2=CC=C(C=C2)OC2=CC=CC=C2)=O)=O